3,6-Dihydroxyflavone OC1=C(OC2=CC=C(C=C2C1=O)O)C1=CC=CC=C1